nonafluorobutanesulfonate lithium [Li+].FC(C(C(C(S(=O)(=O)[O-])(F)F)(F)F)(F)F)(F)F